1-Methoxypropan-2-amin COCC(C)N